[6-[[(3-fluoro-1-bicyclo[1.1.1]pentyl)methylamino]methyl]imidazo[1,2-a]pyridin-2-yl]methyl 5-pyrrolidin-1-ylpyridine-3-carboxylate N1(CCCC1)C=1C=C(C=NC1)C(=O)OCC=1N=C2N(C=C(C=C2)CNCC23CC(C2)(C3)F)C1